COC1=C(C=CC(=C1)OC)CNC1=NC=CC2=C(C=CC=C12)NCC12CC(C1)(C2)C(=O)OC Methyl 3-[[[1-[(2,4-dimethoxyphenyl)methylamino]isoquinolin-5-yl]amino]methyl]bicyclo[1.1.1]pentane-1-carboxylate